N-(4-(6-methoxy-7-(piperidin-4-ylmethoxy)quinazolin-4-yl)phenyl)-3-phenylpropanamide COC=1C=C2C(=NC=NC2=CC1OCC1CCNCC1)C1=CC=C(C=C1)NC(CCC1=CC=CC=C1)=O